ClC1=NC(=NC(=C1OC)Cl)C 4,6-dichloro-5-methoxy-2-methyl-pyrimidine